2-bromo-6-(methoxymethoxy)benzonitrile BrC1=C(C#N)C(=CC=C1)OCOC